C(C)OC(=O)C1=NN2C(CCCC2)=C1 4,5,6,7-Tetrahydropyrazolo[1,5-a]pyridine-2-carboxylic acid ethyl ester